CS(=O)(=O)OC1CCN(CC1)C(C)C1=CC2=C(CCO2)C=C1 (1-(2,3-dihydrobenzofuran-6-yl)ethyl)piperidin-4-yl methanesulfonate